C[C@@H]1[C@H]([C@@H]([C@H](C(O1)OP(=O)([O-])OP(=O)([O-])OC[C@@H]2[C@H]([C@H]([C@@H](O2)N3C=CC(=O)NC3=O)O)O)NC(=O)C)O)[NH3+] The molecule is a nucleotide-sugar oxoanion that is the conjugate base of UDP-2-acetamido-4-amino-2,4,6-trideoxy-D-glucose arising from deprotonation of the phosphate OH groups and protonation of the 4-amino group; major species at pH 7.3. It is a conjugate base of an UDP-2-acetamido-4-amino-2,4,6-trideoxy-D-glucose.